[Br-].[Br-].[Br-].[Mn+2] manganous tribromide